4,4-dichlorodiphenyl sulfone C1=CC(=CC=C1S(=O)(=O)C2=CC=C(C=C2)Cl)Cl